NC/C(/CN1N=CN(C1=O)CC1=CC=C(S1)C=1C=CC(N(C1)CCS(=O)(=O)C)=O)=C\F 5-[5-({1-[(2E)-2-(aminomethyl)-3-fluoroprop-2-en-1-yl]-5-oxo-1,5-dihydro-4H-1,2,4-triazol-4-yl}methyl)thiophen-2-yl]-1-[2-(methylsulfonyl)ethyl]pyridin-2(1H)-one